OC(C)(C)C=1C=C(C#N)C=CN1 2-(2-hydroxypropan-2-yl)isonicotinonitrile